tert-butyl (3S)-3-[[(2S)-2-[benzyloxycarbonyl-(methyl)amino]-2-cyclopentyl-acetyl]-methyl-amino]-4-(dimethylamino)-4-oxo-butanoate C(C1=CC=CC=C1)OC(=O)N([C@H](C(=O)N([C@@H](CC(=O)OC(C)(C)C)C(=O)N(C)C)C)C1CCCC1)C